C(CCCCCCCCCCCCCCCCC)(=O)OCC(COC(CCCCCCCCCCCCCCCCC)=O)(CO)CO pentaerythritol bisstearate